C(C)(C)(C)OC(=O)N(CCC1=NC(=CC=C1[N+](=O)[O-])OC)CC1=C(C=CC(=C1F)F)NC1=C(C(=O)OC)C=C(C(=C1)C(F)(F)F)Cl Methyl 2-((2-(((tert-butoxycarbonyl)(2-(6-methoxy-3-nitropyridin-2-yl)ethyl)-amino)methyl)-3,4-difluorophenyl)amino)-5-chloro-4-(trifluoromethyl)benzoate